5-(2-{[(1r,3s,5s)-1,5-dimethyl-8-azabicyclo[3.2.1]oct-3-yl](methyl)amino}[1,3]thiazolo[5,4-b]pyridin-5-yl)-2-methyl-2H-indazole-7-carbonitrile C[C@]12CC(C[C@](CC1)(N2)C)N(C=2SC1=NC(=CC=C1N2)C2=CC1=CN(N=C1C(=C2)C#N)C)C